O1CC12CCNCC2 1-oxa-6-azaspiro[2.5]octan